N-(3-(1-(2-(4-methyl-2-oxo-1,2-dihydroquinolin-6-yl)acetyl)piperidin-4-yl)-1-(methylamino)-1-oxopropan-2-yl)-5-phenylpicolinamide CC1=CC(NC2=CC=C(C=C12)CC(=O)N1CCC(CC1)CC(C(=O)NC)NC(C1=NC=C(C=C1)C1=CC=CC=C1)=O)=O